(R)-2-(2,5-dioxopyrrolidin-1-yl-3,3,4,4-d4)-N-(2-fluorobenzyl)propanamide O=C1N(C(C(C1([2H])[2H])([2H])[2H])=O)[C@@H](C(=O)NCC1=C(C=CC=C1)F)C